C(CCCCCCC\C=C/CCCCCCCC)(=O)O.OCC(O)CO.OCC(O)CO.OCC(O)CO triglycerol mono-oleate